8-fluoro-3-(3-(4-(4-(trifluoromethyl)phenyl)-3,6-dihydropyridin-1(2H)-yl)propyl)isoquinolin-1(2H)-one FC=1C=CC=C2C=C(NC(C12)=O)CCCN1CCC(=CC1)C1=CC=C(C=C1)C(F)(F)F